Tetrakis(2-Chloroethyl)dichloroisopentyl diphosphate O(P([O-])(=O)OP(=O)([O-])[O-])C(C(C(CCCCl)(C)CCCl)(CCCl)CCCl)(Cl)Cl